9,9-bis(2-vinyl-benzyl)-9H-fluorene C(=C)C1=C(CC2(C3=CC=CC=C3C=3C=CC=CC23)CC2=C(C=CC=C2)C=C)C=CC=C1